N-(4-(2-(4-methoxyphenyl)propan-2-yl)thiazol-2-yl)-2-(piperazin-1-yl)pyrimidine-5-carboxamide COC1=CC=C(C=C1)C(C)(C)C=1N=C(SC1)NC(=O)C=1C=NC(=NC1)N1CCNCC1